trans-(+/-)-tert-butyl (1-(2-(1-ethyl-1H-indol-2-yl)-1-methyl-1H-benzo[d]imidazole-5-carbonyl)-4-fluoropiperidin-3-yl)carbamate C(C)N1C(=CC2=CC=CC=C12)C1=NC2=C(N1C)C=CC(=C2)C(=O)N2C[C@H]([C@@H](CC2)F)NC(OC(C)(C)C)=O |r|